N(C)CC(=O)OC(CCCCCCC\C=C/CCCCCCCC)=O.[Na] Sodium Oleoyl Sarcosinate